N-(5-amino-2-((2-(dimethylamino)ethyl)(methyl)amino)-4-methoxyphenyl)acrylamide trifluoroacetic Acid Salt FC(C(=O)O)(F)F.NC=1C(=CC(=C(C1)NC(C=C)=O)N(C)CCN(C)C)OC